NCC=1C=C(C=CC1)N1N=C(C=C1C(=O)NC1=C(C=CC(=C1)C(NCC1CC1)C1=CC=C(C=C1)C(N)=O)F)C(F)(F)F 1-(3-(aminomethyl)phenyl)-N-(5-((4-carbamoylphenyl)(cyclopropylmethylamino)methyl)-2-fluorophenyl)-3-(trifluoromethyl)-1H-pyrazole-5-carboxamide